N1(CCC1)C[C@H](C(=O)NC(C)(C)C1=CC(=CC=C1)F)C (R)-3-(azetidin-1-yl)-N-(2-(3-fluorophenyl)propan-2-yl)-2-methylpropanamide